COC(CCC=1SC(=C(C1)CC=1N=C(NC1)C1=C(C=CC(=C1)OC=1C(=C2C=CNC2=CC1F)C)F)Br)=O.C(C=C)N(C(=S)OCC)CC(C)C allyl-(isobutyl)thiourethane methyl-3-(5-bromo-4-((2-(2-fluoro-5-((6-fluoro-4-methyl-1H-indol-5-yl)oxy)phenyl)-1H-imidazol-4-yl)methyl)thiophen-2-yl)propanoate